(6S,9S,12S,15S,18R,19R)-9-(aminomethyl)-12-cyclohexyl-19-decyl-15-isobutyl-16,18-dimethyl-6-(1H-triazol-4-ylmethyl)-1-oxa-4,7,10,13,16-pentazacyclononadecane-2,5,8,11,14,17-hexone NC[C@H]1C(N[C@H](C(NCC(O[C@@H]([C@H](C(N([C@H](C(N[C@H](C(N1)=O)C1CCCCC1)=O)CC(C)C)C)=O)C)CCCCCCCCCC)=O)=O)CC=1N=NNC1)=O